C(N)(=O)C1=CC(=C(C=C1)NC(=O)[C@H]1[C@@H]([C@@]2([C@@H](N1)CC(C)(C)C)CNC1=CC(=CC=C12)C(C)C)C1=C(C(=CC=C1)Cl)F)OC (2'S,3S,4'S,5'R)-N-(4-carbamoyl-2-methoxyphenyl)-4'-(3-chloro-2-fluorophenyl)-6-isopropyl-2'-neopentylspiro[indoline-3,3'-pyrrolidine]-5'-carboxamide